palladium benzoxazole O1C=NC2=C1C=CC=C2.[Pd]